BrC(C)C1=CC=C(C=C1)I 1-(1-bromoethyl)-4-iodobenzene